C(C1(C=2C(=C(C(=C(C2C(C(C1([2H])[2H])([2H])[2H])(C([2H])([2H])[2H])C([2H])([2H])[2H])[2H])C=1C(=C(C=CC1)C=1C(=C(C(=C(C1[2H])[2H])[2H])[Si](C1=C(C(=C(C(=C1[2H])[2H])[2H])[2H])[2H])(C1=C(C(=C(C(=C1[2H])[2H])[2H])[2H])[2H])C1=C(C(=C(C(=C1[2H])[2H])[2H])[2H])[2H])[2H])NC=1C(=CC=CC1)N)[2H])[2H])C([2H])([2H])[2H])([2H])([2H])[2H] N1-(3-(5,5,8,8-tetrakis(methyl-d3)-5,6,7,8-tetrahydronaphthalen-2-yl-1,3,4,6,6,7,7-d7)-3'-(tris(phenyl-d5)silyl)-[1,1'-biphenyl]-2-yl-2',4',5',6'-d4)benzene-1,2-diamine